CC1=CC(=NC=C1)C(=O)N[C@@H](C(=O)N1CCC2(C(CN(C2)C)C=2C=NC=CC2)CC1)C(C)C 4-methyl-N-((2R)-3-methyl-1-(2-methyl-4-(pyridin-3-yl)-2,8-diazaspiro[4.5]decan-8-yl)-1-oxobutan-2-yl)picolinamide